C(#N)C=1C=NN(C1)[C@H]1[C@@H](CC1)C=1NC(C2=C(N1)N(N=C2C#N)[C@H](C)C=2C=NC(=CC2)C(F)(F)F)=O 6-((1R,2R)-2-(4-cyano-1H-pyrazol-1-yl)cyclobutyl)-4-oxo-1-((R)-1-(6-(trifluoromethyl)pyridin-3-yl)ethyl)-4,5-dihydro-1H-pyrazolo[3,4-d]pyrimidine-3-carbonitrile